(E)-6-((6-chloro-2-methyl-2H-indazol-5-yl)imino)-3-((1-methyl-1H-1,2,4-triazol-3-yl)methyl)-1-(2,4,5-trifluorobenzyl)-1,3,5-triazine-2,4-dione ClC=1C(=CC2=CN(N=C2C1)C)\N=C\1/NC(N(C(N1CC1=C(C=C(C(=C1)F)F)F)=O)CC1=NN(C=N1)C)=O